(2R,3R,4S,5S,6R)-2-(3-azidopropoxy)-6-(hydroxymethyl)tetrahydro-2H-pyran-3,4,5-triol N(=[N+]=[N-])CCCO[C@@H]1O[C@@H]([C@H]([C@@H]([C@H]1O)O)O)CO